ethyl (E)-3-methyl-4-oxobut-2-enoate C\C(=C/C(=O)OCC)\C=O